methyl-bisphenol A phosphonate P(O)(O)=O.CC1=C(O)C=CC(=C1)C(C)(C)C1=CC=C(C=C1)O